aminoallyl-cytosine NC=CCNC1=NC(NC=C1)=O